6-chloro-1,2,3,4-tetrahydroacridine ClC=1C=C2N=C3CCCCC3=CC2=CC1